2-iodo-4H,6H,7H-pyrazolo[3,2-c][1,4]oxazine IC=1C=C2COCCN2N1